N1(CCCCC1)C=1SC2=C(N1)C=C(C=C2)NC(=O)C=2C=CC1=C(CCO1)C2 2,3-dihydro-benzofuran-5-carboxylic acid (2-piperidin-1-yl-benzothiazol-5-yl)-amide